ClC=1C=C2C(C(=CN(C2=CC1N1C(CC1)COC1=NC=CC=C1)C=1C=NC(=CC1)N1CC(C1)N(C)C)C(=O)O)=O 6-chloro-1-[6-[3-(dimethyl-amino)azetidin-1-yl]pyridin-3-yl]-4-oxo-7-[2-[(pyridin-2-yloxy)methyl]azetidin-1-yl]quinoline-3-carboxylic acid